OC1=C(C([C@@]23[C@]1(C(C[C@H]3C([C@H](C2)C(C)(C)O)(C)C)=O)O)=O)C(C(CC)C)=O (3aS,5aS,7S,8aS)-3,3a-dihydroxy-7-(1-hydroxy-1-methylethyl)-6,6-dimethyl-2-(2-methylbutanoyl)-5a,6,7,8-tetrahydro-3aH,5H-cyclopenta[c]pentalene-1,4-dione